Tert-butyl (1S,2S,SR)-3-benzyl-2-((R)-2,2-difluoro-1-hydroxyethyl)-3,8-diazabicyclo[3.2.1]octane-8-carboxylate C(C1=CC=CC=C1)N1[C@@H]([C@@H]2CC[C@@H](C1)N2C(=O)OC(C)(C)C)[C@H](C(F)F)O |&1:12|